CN(C(N[C@@H]1CC[C@H](CC1)CCN1CCN(CC1)C=1C=CC2=C(C=C(O2)C(=O)N)C1)=O)C 5-(4-(2-(trans-4-(3,3-Dimethylureido)cyclohexyl)ethyl)piperazin-1-yl)benzofuran-2-carboxamide